O[C@H]1CN(CC1)S(=O)(=O)N (R)-3-hydroxypyrrolidine-1-sulfonamide